Ethyl 3-(4-(2-(5-phenyl-1H-imidazol-2-yl)pyridin-4-yl)-1H-pyrazol-1-yl)propanoate trifluoroacetate salt FC(C(=O)O)(F)F.C1(=CC=CC=C1)C1=CN=C(N1)C1=NC=CC(=C1)C=1C=NN(C1)CCC(=O)OCC